2-chloro-1,1,2-trifluoroethyl dichloromethyl ether ClC(Cl)OC(C(F)Cl)(F)F